mercaptopropyl-trimethyloxysilane SCCC[Si](OC)(OC)OC